3-amino-6-methyl-N-(4-(piperazin-1-yl)-3-(1-(tetrahydro-2H-pyran-4-yl)-1H-pyrazol-4-yl)phenethyl)thieno[2,3-b]pyridine-2-carboxamide NC1=C(SC2=NC(=CC=C21)C)C(=O)NCCC2=CC(=C(C=C2)N2CCNCC2)C=2C=NN(C2)C2CCOCC2